6,6,9-trimethyl-3-pentyl-6H-dibenzo[b,d]pyran-1-ol CC1(C2=C(C3=C(O1)C=C(C=C3O)CCCCC)C=C(C=C2)C)C